1,5-divinyl-3,3-diphenyl-1,1,5,5-tetramethyltrisiloxane C(=C)[Si](O[Si](O[Si](C)(C)C=C)(C1=CC=CC=C1)C1=CC=CC=C1)(C)C